(2s,4S)-2-(((R)-1-((3,4-dichloro-1-methyl-1H-pyrazol-5-yl)methyl)-3-oxoisoindolin-2-yl)methyl)-5-oxa-7-azaspiro[3.4]octan-6-one ClC1=NN(C(=C1Cl)C[C@H]1N(C(C2=CC=CC=C12)=O)CC1CC2(C1)OC(NC2)=O)C